C1(CC1)C[B-](F)(F)F.[K+] potassium (cyclopropyl-methyl)trifluoroborate